ClC1=NC=C(C(=C1)NC1CCC(CC1)NC)C=1OC=CC1 (1s,4s)-N1-(2-Chloro-5-(furan-2-yl)pyridin-4-yl)-N4-methylcyclohexane-1,4-diamine